C(C)C1(C(N[C@H](C1)CCN1CCN(CC1)C1=C(C=CC=C1)OC)=O)CC (R)-3,3-diethyl-5-(2-(4-(2-methoxyphenyl)piperazin-1-yl)ethyl)pyrrolidin-2-one